N[C@@H](C(C)C)CO |r| racemic-valinol